[5-[5-[2-(cyclopropanecarbonylamino)-1,3-benzothiazol-7-yl]-2-thienyl]-2-furyl]phosphonic acid C1(CC1)C(=O)NC=1SC2=C(N1)C=CC=C2C2=CC=C(S2)C2=CC=C(O2)P(O)(O)=O